2-amino-N-((S)-1-(8-(((R)-5-hydroxyl-5,6-dihydro-4H-pyrrolo[1,2-b]pyrazole-3-yl)ethynyl)-1-oxo-2-phenyl-1,2-dihydroisoquinolin-3-yl)ethyl)pyrazolo[1,5-a]pyrimidine NC1N(N2C(N=CC=C2)=C1)[C@@H](C)C=1N(C(C2=C(C=CC=C2C1)C#CC1=C2N(N=C1)C[C@@H](C2)O)=O)C2=CC=CC=C2